COC1=NC=C(C(=N1)OC)C=1C=C2C(=NN1)N(N=C2C(C)C2=CC=CC=C2)C 5-(2,4-dimethoxypyrimidin-5-yl)-1-methyl-3-(1-phenylethyl)pyrazolo[3,4-c]pyridazine